Piperazine-1-ylbenzamide N1(CCNCC1)C1=C(C(=O)N)C=CC=C1